N-[(2R)-2-(3-chlorophenyl)-2-methoxy-propyl]-6-oxaspiro[2.5]octane-2-carboxamide ClC=1C=C(C=CC1)[C@@](CNC(=O)C1CC12CCOCC2)(C)OC